tert-butyl 4-[2-[4-[4-(1,1-dioxothian-4-yl)-2-(6-methyl-7-oxo-1H-pyrrolo[2,3-c]pyridin-4-yl)phenoxy]phenyl] ethyl]piperidine-1-carboxylate O=S1(CCC(CC1)C1=CC(=C(OC2=CC=C(C=C2)CCC2CCN(CC2)C(=O)OC(C)(C)C)C=C1)C=1C2=C(C(N(C1)C)=O)NC=C2)=O